isopropyl 2-[(furo[2,3-c]pyridine-2-carbonylamino)methyl]-6-azaspiro[2.5]octane-6-carboxylate O1C(=CC=2C1=CN=CC2)C(=O)NCC2CC21CCN(CC1)C(=O)OC(C)C